6,6'-(4'-(pyridin-3-yl)-[1,1'-biphenyl]-2,3'-diyl)bis(2,4-diphenyl-1,3,5-triazine) N1=CC(=CC=C1)C1=C(C=C(C=C1)C1=C(C=CC=C1)C1=NC(=NC(=N1)C1=CC=CC=C1)C1=CC=CC=C1)C1=NC(=NC(=N1)C1=CC=CC=C1)C1=CC=CC=C1